CC1C(C(CC1)C)=O 2,5-dimethylcyclopentanone